C(#CCC)C1=C(OC2(N=NNC2)C(=O)O)C=CC=C1 4-(but-1-ynylphenoxy)-1H-1,2,3-triazole-4-carboxylic acid